BrC=1C=C2C(=NN(C2=CC1)C(C1=CC=CC=C1)(C1=CC=CC=C1)C1=CC=CC=C1)NC(=O)C1CN(CCC1)C(=O)OC(C)(C)C tert-Butyl 3-[(5-bromo-1-trityl-1H-indazol-3-yl)carbamoyl]piperidine-1-carboxylate